2-methyl-1,6-heptadiene CC(=C)CCCC=C